2-{4-[(1,3-oxazol-5-ylmethyl)(2,2,2-trifluoroethyl)amino]piperidin-1-yl}-6-azaspiro[3.4]octane-6-carboxylic acid ethyl ester C(C)OC(=O)N1CC2(CC(C2)N2CCC(CC2)N(CC(F)(F)F)CC2=CN=CO2)CC1